5-methyl-1H-pyrazole-4-carboxaldehyde CC1=C(C=NN1)C=O